5-methanesulfonyl-2-methoxy-N-(prop-2-yn-1-yl)aniline CS(=O)(=O)C=1C=CC(=C(NCC#C)C1)OC